3-((3-ethyl-7-(methylthio)-1,1-dioxido-5-phenyl-2,3,4,5-tetrahydro-1,5-benzothiazepin-8-yl)oxy)propanoic acid C(C)C1CS(C2=C(N(C1)C1=CC=CC=C1)C=C(C(=C2)OCCC(=O)O)SC)(=O)=O